Cinnamic acid bornyl ester C12(C(CC(CC1)C2(C)C)OC(C=CC2=CC=CC=C2)=O)C